3-(1-{[3-(2-{[(3S)-3,4-dihydroxybutyl]amino}ethoxy)-5,7-dimethyladamantan-1-yl]methyl}-5-methyl-1H-pyrazol-4-yl)pyridine-2-carboxylic acid O[C@@H](CCNCCOC12CC3(CC(CC(C1)(C3)C)(C2)C)CN2N=CC(=C2C)C=2C(=NC=CC2)C(=O)O)CO